7-acetyl-2,7-dihydropyrrolo[4,3,2-de]phthalazine-3,8-dione C(C)(=O)N1C(C2=NNC(C=3C=CC=C1C23)=O)=O